(4-(2-amino-4-bromophenyl)piperazin-1-yl)(cyclopropyl)methanone NC1=C(C=CC(=C1)Br)N1CCN(CC1)C(=O)C1CC1